2-fluoro-N-((R)-1-(2-fluoro-3-(trifluoromethyl)phenyl)ethyl)-5-(((R)-tetrahydrofuran-3-yl)oxy)nicotinamide FC1=C(C(=O)N[C@H](C)C2=C(C(=CC=C2)C(F)(F)F)F)C=C(C=N1)O[C@H]1COCC1